N-(5-bromonaphthalen-1-yl)pyridineamide BrC1=C2C=CC=C(C2=CC=C1)NC(=O)C1=NC=CC=C1